(2-[(2E)-BUT-2-EN-1-YLOXY]NAPHTHALEN-1-YL)BORANEDIOL C(\C=C\C)OC1=C(C2=CC=CC=C2C=C1)B(O)O